CC1(NC(CC(C1)NCCCCCCNC1CC(NC(C1)(C)C)(C)C)(C)C)C 1,6-Bis(2,2,6,6-tetramethyl-4-piperidylamino)hexan